methoxymethyl 3-bromo-4-hydroxy-2,5,6-trimethylbenzoate BrC=1C(=C(C(=O)OCOC)C(=C(C1O)C)C)C